BrCC(C(=O)OCC)=C ethyl (bromomethyl)acrylate